C(C)(C)(C)N1N=C(C(=C1NC1=NC=CC=C1)C(=O)N)C1=CC(=C(C=C1)NS(=O)(=O)CC(F)(F)F)OCC1=NC=C(C=C1)F 1-tert-butyl-3-{3-[(5-fluoropyridin-2-yl)methoxy]-4-(2,2,2-trifluoroethane-sulfonamido)phenyl}-5-[(pyridin-2-yl)amino]-1H-pyrazole-4-carboxamide